5-((2S,6R)-2-([1,4'-bipiperidin]-1'-ylmethyl)-6-methylmorpholino)quinoline-8-carbonitrile N1(CCCCC1)C1CCN(CC1)C[C@@H]1O[C@@H](CN(C1)C1=C2C=CC=NC2=C(C=C1)C#N)C